ammonium n-heptanoate C(CCCCCC)(=O)[O-].[NH4+]